CO[Si](C1=CC=C(C=C1)N(C)C)(OC)OC trimethoxy-4-(N,N-dimethylamino)phenylsilane